NCCCCCC(=O)O epsilon-aminohexanoic acid